(3R,3'R)-4,4'-(1-methyl-3-(1-(tetrahydro-2H-pyran-2-yl)-1H-pyrazol-3-yl)-1H-pyrazolo[4,3-b]pyridine-5,7-diyl)bis(3-methylmorpholine) CN1N=C(C2=NC(=CC(=C21)N2[C@@H](COCC2)C)N2[C@@H](COCC2)C)C2=NN(C=C2)C2OCCCC2